N'-((3-cyclopropyl-2-(trifluoromethyl)-6,7-dihydro-5H-cyclopenta[b]pyridin-4-yl)carbamoyl)-4-fluoro-1-isopropyl-1H-pyrazole-3-sulfonimidamide C1(CC1)C=1C(=C2C(=NC1C(F)(F)F)CCC2)NC(=O)N=S(=O)(N)C2=NN(C=C2F)C(C)C